N-benzyl-5-(4-((1,2,3,4-tetrahydroisoquinolin-7-yl)oxy)-1H-pyrrolo[2,3-b]pyridin-3-yl)isoxazole-3-carboxamide C(C1=CC=CC=C1)NC(=O)C1=NOC(=C1)C1=CNC2=NC=CC(=C21)OC2=CC=C1CCNCC1=C2